(S)-alpha-methyl-alpha-hydrazino-3,4-dihydroxyphenylpropionic acid monohydrate O.C[C@@](C(=O)O)(CC1=CC(=C(C=C1)O)O)NN